N2-(2-(1-(Cyclopropylsulfonyl)-1H-pyrazol-4-yl)pyrimidin-4-yl)-5-(1-(difluoromethyl)-1H-pyrazol-3-yl)-N4-(3-((2-fluoroethyl)amino)cyclohexyl)pyridine-2,4-diamine C1(CC1)S(=O)(=O)N1N=CC(=C1)C1=NC=CC(=N1)NC1=NC=C(C(=C1)NC1CC(CCC1)NCCF)C1=NN(C=C1)C(F)F